BrCC1=CC=C(C=C1)C1=C(C=CC=C1)C1=NN=NN1C(C1=CC=CC=C1)(C1=CC=CC=C1)C1=CC=CC=C1 5-(4'-(bromomethyl)-[1,1'-biphenyl]-2-yl)-1-triphenylmethyl-1H-tetrazole